ClC=1C=2N(C(=NC1NC(=O)C1CC1)C=1OC(=CC1)C)N=C(N2)C N-[8-chloro-2-methyl-5-(5-methylfuran-2-yl)-[1,2,4]triazolo[1,5-c]pyrimidin-7-yl]cyclopropanecarboxamide